OC(C)(C)C1=C(C=CC=C1)NC1=NC(=NC=C1C(=O)N)NC1=C(C=C2CCN(CC2=C1)C)OC 4-((2-(2-Hydroxypropan-2-yl)phenyl)amino)-2-((6-methoxy-2-methyl-1,2,3,4-tetrahydroisoquinolin-7-yl)amino)pyrimidine-5-carboxamide